OC1=C(C(OC1)=O)C(=O)OCC ethyl 4-hydroxy-2-oxo-2,5-dihydrofuran-3-carboxylate